N-[4-(3-chlorophenoxy)-3-sulfamoylphenyl]-2-phenylpropionamide ClC=1C=C(OC2=C(C=C(C=C2)NC(C(C)C2=CC=CC=C2)=O)S(N)(=O)=O)C=CC1